(E)-2-((6-(3-(2,3-dihydrobenzo[b][1,4]dioxin-6-yl)-2-methylstyryl)pyridin-3-yl)methylamino)ethanol O1C2=C(OCC1)C=C(C=C2)C=2C(=C(/C=C/C1=CC=C(C=N1)CNCCO)C=CC2)C